C(C1=CC=CC=C1)OC1CC(C1)OCC=O 2-((1s,3s)-3-(benzyloxy)cyclobutoxy)acetaldehyde